[Te]=O Tellurium oxid